1-(4-(3,8-diazabicyclo[3.2.1]octan-3-yl)-2-((1-((dimethylamino)methyl)cyclopropyl)methoxy)-5,8-dihydropyrido[3,4-d]pyrimidin-7(6H)-yl)-8-bromoisoquinolin-3-amine C12CN(CC(CC1)N2)C=2C1=C(N=C(N2)OCC2(CC2)CN(C)C)CN(CC1)C1=NC(=CC2=CC=CC(=C12)Br)N